1,1-dimethylallyl caffeate C(\C=C\C1=CC(O)=C(O)C=C1)(=O)OC(C=C)(C)C